2-[4-[(1-methylindol-5-yl)amino]-3-oxo-1H-pyrrolo[3,4-c]pyridin-2-yl]acetic acid CN1C=CC2=CC(=CC=C12)NC1=NC=CC2=C1C(N(C2)CC(=O)O)=O